ClC1=C(OCCCOCC(=O)O)C=CC=C1C=1N(C2=NC=NC(=C2N1)OC1(CC1)C)CC1=C(C=CC(=C1)F)OC 2-(3-(2-chloro-3-(9-(5-fluoro-2-methoxybenzyl)-6-(1-methylcyclopropoxy)-9H-purin-8-yl)phenoxy)propoxy)acetic acid